4-{3-chloro-6-ethoxy-2-fluoro-5-[1-(pyrido[3,2-d]pyrimidin-4-ylamino)ethyl]phenyl}pyrrolidin-2-one ClC=1C(=C(C(=C(C1)C(C)NC=1C2=C(N=CN1)C=CC=N2)OCC)C2CC(NC2)=O)F